C(C)(C)(C)OC(=O)N1CC(CC1)(O)C1=CC2=C(N=CN=C2Cl)N1C 3-(4-Chloro-7-methyl-7H-pyrrolo[2,3-d]pyrimidin-6-yl)-3-hydroxypyrrolidine-1-carboxylic acid tert-butyl ester